4-(2-acryloyl-2,6-diazaspiro[3.4]octan-6-yl)-2-(benzyloxy)-6-(1,6-dimethyl-1H-indazol-7-yl)pyrimidine-5-carbonitrile C(C=C)(=O)N1CC2(C1)CN(CC2)C2=NC(=NC(=C2C#N)C=2C(=CC=C1C=NN(C21)C)C)OCC2=CC=CC=C2